BrC1=CC(=CC2=C1N=C(S2)Cl)[N+](=O)[O-] 4-bromo-2-chloro-6-nitrobenzo[d]thiazole